2-[p-aminobenzenesulfonamido]-5-methoxypyrimidine NC1=CC=C(C=C1)S(=O)(=O)NC1=NC=C(C=N1)OC